IC(I)CC1=CC=CC=C1 diiodomethyl-toluene